O=[13CH][C@@H](O)[C@@H](O)[C@H](O)CO lyxose-13C